O([C@H]1[C@H](O)[C@@H](O)[C@H](O)[C@H](O1)CO)C1[C@H](O)[C@@H](O)[C@H](O)[C@H](O1)CO D-glucopyranosyl-(1-6) β-D-glucopyranoside